C(CCC)C1=NC2(C(N1CC1=C(C(=C(C=C1)F)C1=C(C=CC=C1)COCC)S(=O)(=O)N(COC)C1=NOC(=C1C)C)=O)CCCC2 ((2-butyl-4-oxo-1,3-diazaspiro[4.4]non-1-en-3-yl)methyl)-N-(4,5-dimethylisoxazol-3-yl)-2'-(ethoxymethyl)-6-fluoro-N-(methoxymethyl)-[1,1'-biphenyl]-2-sulfonamide